1-((2R,4S,5R)-4-(benzoyloxy)-5-((benzoyloxy)methyl) tetrahydrofuran-2-yl)-5-iodo-2-oxo-1,2-dihydropyrimidin-4-yl benzoate C(C1=CC=CC=C1)(=O)OC1=NC(N(C=C1I)[C@@H]1O[C@@H]([C@H](C1)OC(C1=CC=CC=C1)=O)COC(C1=CC=CC=C1)=O)=O